Methyl 7-chloro-4-hydroxy-8-(trifluoromethyl)isoquinoline-3-carboxylate ClC1=CC=C2C(=C(N=CC2=C1C(F)(F)F)C(=O)OC)O